1-[4-(2,3-dimethylphenyl)piperazin-1-yl]-2-{3-[3-(2-hydroxyethyl)pyrrolidine-1-carbonyl]-5,6-dihydrocyclopenta[c]pyrazol-1(4H)-yl}ethan-1-one CC1=C(C=CC=C1C)N1CCN(CC1)C(CN1N=C(C2=C1CCC2)C(=O)N2CC(CC2)CCO)=O